tert-butyl-[2-(2-methoxyethylsulfonyl)ethoxy]Diphenyl-silane C(C)(C)(C)[Si](C1=CC=CC=C1)(C1=CC=CC=C1)OCCS(=O)(=O)CCOC